1-ethyl-3-methyl-1H-pyrazolo[4,3-b]pyridine-5,7-diol C(C)N1N=C(C2=NC(=CC(=C21)O)O)C